BrC=1N=C(OC1C(=O)N1[C@@H](C2=C(CC1)NC=N2)C=2SC1=C(N2)C(=CC=C1)F)N1CCN(CC1)C (S)-(4-bromo-2-(4-methylpiperazin-1-yl)oxazol-5-yl)(4-(4-fluorobenzo[d]thiazol-2-yl)-6,7-dihydro-1H-imidazo[4,5-c]pyridin-5(4H)-yl)methanone